5-oxa-2,8-diazaspiro[3.5]nonane-2-carbonitrile C1N(CC12OCCNC2)C#N